3-((1-cyclopropyl-1H-benzo[d]imidazol-5-yl)ethynyl)-1-((3S,5R)-5-(methoxymethyl)pyrrolidin-3-yl)-1H-pyrazolo[4,3-c]pyridin-4-amine 2,2,2-trifluoroacetate FC(C(=O)O)(F)F.C1(CC1)N1C=NC2=C1C=CC(=C2)C#CC2=NN(C1=C2C(=NC=C1)N)[C@@H]1CN[C@H](C1)COC